C1(CC1)C1=NC2=CC=C(C=C2C=C1)C1=CN=C(O1)[C@H](CCCCCC(CC)=O)NC(=O)[C@H]1CC12CCN(CC2)C (S)-N-((S)-1-(5-(2-cyclopropylquinolin-6-yl)oxazol-2-yl)-7-oxononyl)-6-methyl-6-azaspiro[2.5]octane-1-carboxamide